3-(4-(2-methyl-1-phenyl-1H-benzimidazol-5-yl)phenyl)urea CC1=NC2=C(N1C1=CC=CC=C1)C=CC(=C2)C2=CC=C(C=C2)NC(N)=O